(S)-3-(5-Bromoindolin-1-yl)-N-(3-chloro-4-cyanophenyl)-2-hydroxy-2-methylpropanamide BrC=1C=C2CCN(C2=CC1)C[C@](C(=O)NC1=CC(=C(C=C1)C#N)Cl)(C)O